ClC1=CC=C(C(=N1)C(=O)OCC)NC(CC#N)=O ethyl 6-chloro-3-[(2-cyanoacetyl)amino]pyridine-2-carboxylate